N-methyl-2-[4-[6-[2-(6-methyl-2-pyridyl)imidazo[1,2-a]pyridin-3-yl]-1,5-naphthyridin-3-yl]pyrazol-1-yl]ethanamine CNCCN1N=CC(=C1)C=1C=NC2=CC=C(N=C2C1)C1=C(N=C2N1C=CC=C2)C2=NC(=CC=C2)C